(3aR,4R,7aS)-N-(4-(6-morpholinyl-1H-pyrrolo[2,3-b]pyridin-3-yl)-5-(trifluoromethyl)pyrimidin-2-yl)octahydro-1H-isoindol-4-amine N1(CCOCC1)C1=CC=C2C(=N1)NC=C2C2=NC(=NC=C2C(F)(F)F)N[C@H]2[C@H]1CNC[C@H]1CCC2